ethyl 6-[[(3R)-3-(dimethylamino)tetrahydrofuran-3-carbonyl]amino]-4-fluoro-indane-2-carboxylate CN([C@]1(COCC1)C(=O)NC1=CC(=C2CC(CC2=C1)C(=O)OCC)F)C